5-ethynyl-6-fluoro-4-(8-fluoro-4-(methyl(((S)-pyrrolidin-2-yl)methyl)amino)-2-(8-methyl-3,8-diazabicyclo[3.2.1]octan-3-yl)pyrido[4,3-d]pyrimidin-7-yl)-2-naphthonitrile C(#C)C1=C2C(=CC(=CC2=CC=C1F)C#N)C1=C(C=2N=C(N=C(C2C=N1)N(C[C@H]1NCCC1)C)N1CC2CCC(C1)N2C)F